(3R)-1-({2-[1-Ethyl-6-(methyloxy)-1H-indol-2-yl]-1-methyl-1H-benzimidazol-5-yl}carbonyl)-3-piperidinamine C(C)N1C(=CC2=CC=C(C=C12)OC)C1=NC2=C(N1C)C=CC(=C2)C(=O)N2C[C@@H](CCC2)N